4-chloro-N-(4,5-dihydro-1H-imidazol-2-yl)-6-methoxy-2-methyl-5-pyrimidineamine ClC1=NC(=NC(=C1NC=1NCCN1)OC)C